C(C1=CC=CC=C1)N1CCC(CC1)CCNC(=O)N1CCN(CC1)C1=CC(=CC=C1)C(F)(F)F N-[2-(1-benzylpiperidin-4-yl)ethyl]-4-[3-(trifluoromethyl)phenyl]piperazine-1-carboxamide